4-Methoxy-N-phenethyl-1H-benzo[d]imidazole-1-carboxamide COC1=CC=CC=2N(C=NC21)C(=O)NCCC2=CC=CC=C2